2-acrylamido-2-methylpropanesulfonic acid zinc salt [Zn+2].C(C=C)(=O)NC(CS(=O)(=O)[O-])(C)C.C(C=C)(=O)NC(CS(=O)(=O)[O-])(C)C